O(C[Sn](CCCC)(CCCC)CCCC)C[Sn](CCCC)(CCCC)CCCC (oxybis(methylene))bis(tributyltin)